3-fluoro-N-((2-(6-(6-hydroxy-2-azaspiro[3.3]heptan-2-yl)pyridin-2-yl)-1,6-naphthyridin-7-yl)methyl)-5-(methylsulfonyl)benzamide FC=1C=C(C(=O)NCC2=NC=C3C=CC(=NC3=C2)C2=NC(=CC=C2)N2CC3(C2)CC(C3)O)C=C(C1)S(=O)(=O)C